C(O)(=O)OC1=CC=C(C=C1)C=C para-vinyl-phenol carbonate